OC(CC)(CC)C1=NC2=CC=CC=C2C(N1)=O 2-(3-hydroxypentan-3-yl)quinazolin-4(3H)-one